C(C1=CC=CC=C1)(=O)C1=CC2=C(N=CO2)C=C1 6-benzoylbenzoxazol